OC(CN(C)CCO)(C)C1=CC=2N(C=C1)C(=CN2)C2=C(C(=O)N)C(=CC=C2)OC 7-[1-hydroxy-2-[2-hydroxyethyl-(methyl)amino]-1-methyl-ethyl]imidazo[1,2-a]pyridin-3-yl-6-methoxy-benzamide